(4-(tert-Butoxycarbonyl)piperazin-1-yl)-5-chlorooxazolo[4,5-b]pyridine-6-carboxylic acid C(C)(C)(C)OC(=O)N1CCN(CC1)C=1OC=2C(=NC(=C(C2)C(=O)O)Cl)N1